CC(C(=O)N1[C@@H](COC2=C(C1)C=NC=C2C#N)C)(CC)C (3R)-4-(2,2-dimethylbutanoyl)-3-methyl-3,5-dihydro-2H-pyrido[3,4-f][1,4]oxazepine-9-carbonitrile